3,4-bis(4-phenylbutoxy)benzaldehyde C1(=CC=CC=C1)CCCCOC=1C=C(C=O)C=CC1OCCCCC1=CC=CC=C1